5-[6-fluoro-5-[[4-methyl-6-(methylamino)pyrimidin-2-yl]amino]-2,3-dihydrobenzofuran-7-yl]-2,3,4,7-tetrahydro-1H-azepin-3-ol tert-butyl-(3-iodocyclobutyl)carbamate C(C)(C)(C)N(C(=O)OC1CNCC=C(C1)C1=C(C(=CC=2CCOC21)NC2=NC(=CC(=N2)C)NC)F)C2CC(C2)I